N1(CCCC1)[C@H](C(=O)N)C (2S)-2-pyrrolidin-1-yl-propionamide